C(C)N1C(=CC2=CC=CC=C12)C1=NC2=C(N1C)C=CC(=C2)C(=O)N2CC(CCC2)NC (2-(1-Ethyl-1H-indol-2-yl)-1-methyl-1H-benzo[d]imidazol-5-yl)(3-(methylamino)piperidin-1-yl)methanon